3-(5-(4-(3-((R)-3-(4-amino-3-(4-phenoxyphenyl)-1H-pyrazolo[3,4-d]pyrimidin-1-yl)-[1,4'-bipiperidin]-1'-yl)propyl)piperidin-1-yl)-1-oxoisoindolin-2-yl)piperidine-2,6-dione NC1=C2C(=NC=N1)N(N=C2C2=CC=C(C=C2)OC2=CC=CC=C2)[C@H]2CN(CCC2)C2CCN(CC2)CCCC2CCN(CC2)C=2C=C1CN(C(C1=CC2)=O)C2C(NC(CC2)=O)=O